benzyl (S)-(1-(3,5-bis(trifluoromethyl)phenyl)-3-((tert-butyldimethylsilyl)oxy)-1-oxopropan-2-yl)carbamate FC(C=1C=C(C=C(C1)C(F)(F)F)C([C@H](CO[Si](C)(C)C(C)(C)C)NC(OCC1=CC=CC=C1)=O)=O)(F)F